C(#C)C1=C(C=NC=C1)OC 4-ethynyl-3-methoxypyridine